N-((1r,3r)-3-((8-Cyanoquinolin-5-yl)oxy)-2,2,4,4-tetramethylcyclobutyl)-2-(4-(hydroxymethyl)piperidin-1-yl)picolinamide C(#N)C=1C=CC(=C2C=CC=NC12)OC1C(C(C1(C)C)NC(C1(NC=CC=C1)N1CCC(CC1)CO)=O)(C)C